3-[4-(4-Aminopiperidin-1-yl)-3-(3,5-difluorophenyl)chinolin-6-yl]benzonitril NC1CCN(CC1)C1=C(C=NC2=CC=C(C=C12)C=1C=C(C#N)C=CC1)C1=CC(=CC(=C1)F)F